C1(=CCCC1)C(C1=CCCC1)OCC1=CC=CC=C1 benzyl dicyclopentenyl-methyl ether